4-morpholinobutyric acid methyl ester COC(CCCN1CCOCC1)=O